(4-methyl-3-nitrophenyl)sodium CC1=C(C=C(C=C1)[Na])[N+](=O)[O-]